C1(CCCC1)S(=O)(=O)C1=CC=C(C=C1)C1=NNC2=NC=C(C=C21)C=2C=CC1=C(CCC(CC1)(N1[C@@H](CCC1)C)C)C2 3-(4-(Cyclopentylsulfonyl)phenyl)-5-(7-methyl-7-((R)-2-methylpyrrolidin-1-yl)-6,7,8,9-tetrahydro-5H-benzo[7]annulen-2-yl)-1H-pyrazolo[3,4-b]pyridine